N,N-dihydroxypropylhydroxylamine ON(OCCC)O